5-methyloxathiepane 2,2-dioxide CC1CCS(OCC1)(=O)=O